3-allyloxy-2-hydroxypropane phosphate P(=O)(O)(O)O.C(C=C)OCC(C)O